N3-methyl-2'-O-methyluridine CN1C(N([C@H]2[C@H](OC)[C@H](O)[C@@H](CO)O2)C=CC1=O)=O